propenyltetradecyltrimethoxysilane C(=CC)CO[Si](OC)(OC)CCCCCCCCCCCCCC